Cl.Cl.CC(CNC1CN(CC1)C=1N=NC(=CN1)C1=C(C=C(C=C1)C=1C=NNC1)O)C 2-(3-{3-[(2-methylpropyl)amino]pyrrolidin-1-yl}-1,2,4-triazin-6-yl)-5-(1H-pyrazol-4-yl)phenol dihydrochloride